(7R,14R)-10-fluoro-11-[2-(2-hydroxypropan-2-yl)pyrimidin-5-yl]-1-(trifluoromethoxy)-6,7-dihydro-7,14-methanobenzimidazo[1,2-b][2,5]benzodiazocin-5(14H)-one FC1=CC2=C(C=C1C=1C=NC(=NC1)C(C)(C)O)N1[C@H]3C4=C(C(N[C@@H](C1=N2)C3)=O)C=CC=C4OC(F)(F)F